[W](O)O tungsten(II) hydroxide